OC1=CC=2C(C3=C(C(=CC=C3C2C(=C1)O)O)O)=O 2,4,7,8-tetrahydroxy-9-fluorenone